BrC/C=C/CNC1=C2CN(C(C2=CC=C1)=C=O)C1C(NC(CC1)=O)=O (E)-3-(4-((4-bromobut-2-en-1-yl)amino)-1-carbonylisoindolin-2-yl)piperidine-2,6-dione